C(#N)C1=C(SC=C1C1=CC=C(C=C1)NC(C)=O)NC(=O)NCCCCN1CCCC1 1-[3-cyano-4-(4-acetamidophenyl)thiophen-2-yl]-3-[4-(pyrrolidin-1-yl)butyl]urea